C[Si](C)(C)N=C=S (Trimethylsilyl)isothiocyanat